N-(3-chloro-2-fluorobenzyl)-2-((1-(methylsulfonyl)azetidin-3-yl)amino)acetamide ClC=1C(=C(CNC(CNC2CN(C2)S(=O)(=O)C)=O)C=CC1)F